(1r,4r)-4-(3-bromoanilino)-2'-(1-methyl-1H-pyrazol-4-yl)-2',3'-dihydrospiro[cyclohexane-1,1'-indene]-4-carboxylic acid BrC=1C=C(NC2(CCC3(C(CC4=CC=CC=C34)C=3C=NN(C3)C)CC2)C(=O)O)C=CC1